phenyl-4-chlorobenzyl alcohol C1(=CC=CC=C1)C(C1=CC=C(C=C1)Cl)O